[Bi+]=S bismuth(III) sulfide